3,4-dihydro-1-benzopyran-4-ol O1CCC(C2=C1C=CC=C2)O